5-(((((2R,3S,4R,5R)-5-(4-aminopyrrolo[2,1-f][1,2,4]triazin-7-yl)-5-cyano-3,4-dihydroxytetrahydrofuran-2-yl)methoxy)carbonyl)oxy)pentanoic acid NC1=NC=NN2C1=CC=C2[C@]2([C@@H]([C@@H]([C@H](O2)COC(=O)OCCCCC(=O)O)O)O)C#N